(R)-5-methoxy-4-(pyrrolidin-3-yloxy)-N-(quinoxalin-6-ylmethyl)pyridin-3-amine COC=1C(=C(C=NC1)NCC=1C=C2N=CC=NC2=CC1)O[C@H]1CNCC1